[Fe+2].[Na+] Sodium iron (II)